butyl-4,4-bis(t-butyldioxy)-valerate C(CCC)OC(CCC(C)(OOC(C)(C)C)OOC(C)(C)C)=O